2,5-diethyl-tetrahydrofuran methyl-2-fluoro-4-methyl-5-(8-morpholino-2-(prop-1-en-2-yl)-[1,2,4]triazolo[1,5-a]pyridin-6-yl)benzoate COC(C1=C(C=C(C(=C1)C=1C=C(C=2N(C1)N=C(N2)C(=C)C)N2CCOCC2)C)F)=O.C(C)C2OC(CC2)CC